OC(C)N1NN(CC(C1)O)O 1,3,5-trihydroxyethyl-hexahydrotriazine